COC1=C(C(=CC=C1)OC)NCC(O)C1=CNC(O1)=O 5-[2-(2,6-Dimethoxyphenylamino)-1-hydroxyethyl]-1,3-oxazol-2(3H)-one